1,3,5-triazin-2,4,6-trithiol N1=C(N=C(N=C1S)S)S